(4-(1H-tetrazol-5-yl)benzyl)-1-methyl-3-((3-(trifluoromethyl)phenyl)amino)-1H-indole-2-carboxamide N1N=NN=C1C1=CC=C(CC2=C3C(=C(N(C3=CC=C2)C)C(=O)N)NC2=CC(=CC=C2)C(F)(F)F)C=C1